(3s,5r)-3,4,5-trimethylpiperazine C[C@H]1CNC[C@H](N1C)C